C[C@@H]1O[C@@H](CN(C1)C1=CC=C(OC2CCN(CC2)C(=O)C2=CC=C(C=C2)C2(COC2)O)C=C1)C (4-(4-((2S,6R)-2,6-dimethylmorpholino)phenoxy)piperidin-1-yl)(4-(3-hydroxyoxetan-3-yl)phenyl)methanone